2-(1-oxoisoindolin-2-yl)-2-phenylacetamide O=C1N(CC2=CC=CC=C12)C(C(=O)N)C1=CC=CC=C1